NC([C@H](CNC(C1=CC=C(C=C1)O[C@@H](CC(C)C)C1=CC=C(C=C1)C1=CC=C(C=C1)C(F)(F)F)=O)O)=O N-((S)-3-amino-2-hydroxy-3-oxopropyl)-4-((S)-3-methyl-1-(4'-(trifluoromethyl)-[1,1'-biphenyl]-4-yl)butoxy)benzamide